pyridin-4-ylpyrimidin-4-amine N1=CC=C(C=C1)C1=NC=CC(=N1)N